NCCC[Si](O[Si](C)(C)C)(O[Si](C)(C)C)O[Si](C)(C)C 3-aminopropyl-tri(trimethyl-siloxy)silane